D-isoglutaminyl-L-alanine N[C@H](CCC(=O)N[C@@H](C)C(=O)O)C(N)=O